monocholesterol sulfate S(=O)(=O)(O)O[C@@H]1CC2=CC[C@H]3[C@@H]4CC[C@H]([C@@H](CCCC(C)C)C)[C@]4(CC[C@@H]3[C@]2(CC1)C)C